C(COCCN1C(C2=CC=CC=3C2=C(C1=O)C=CC3NCCOCCOCCN)=O)OCCN3C(C1=CC=CC=2C1=C(C3=O)C=CC2NCCOCCOCCN)=O 2,2'-[1,2-ethanediylbis(oxy-2,1-ethanediyl)]bis[6-({2-[2-(2-aminoethoxy)ethoxy]-ethyl}amino)-1H-benzo[de]isoquinoline-1,3(2H)-dione]